FC1=CC=C(C=C1)C1=NN(C=C1C=1C2=C(N=CN1)OC(=C2)C2=CC=CC=C2)CC2CC(C2)O (1r,3r)-3-{[3-(4-Fluorophenyl)-4-(6-phenylfuro[2,3-d]pyrimidin-4-yl)-1H-pyrazol-1-yl]methyl}cyclobutan-1-ol